O1CCC(CC1)C(=O)C1=NC=CC(=C1)NS(=O)(=O)C1CC1 N-(2-(tetrahydro-2H-pyran-4-carbonyl)pyridin-4-yl)cyclopropanesulfonamide